stearyl n-decanoate C(CCCCCCCCC)(=O)OCCCCCCCCCCCCCCCCCC